NC=1C=C2C(CC3(C2=CC1O)CC(C1=CC(=C(C=C13)O)N)(C)C)(C)C 5,5'-diamino-6,6'-dihydroxy-3,3,3',3'-tetramethyl-1,1'-spirobiindane